C(C)(C)N1N=NC=2C=CC=3C=NC(=NC3C21)NC2=CC=C(C=C2)N2CCOCC2 1-Isopropyl-N-(4-morpholinophenyl)-1H-[1,2,3]triazolo[4,5-h]quinazolin-8-amine